6-{[4-(4-nitrophenyl)-9-azabicyclo[4.2.1]non-3-en-3-yl]methoxy}-2,3-dihydro-1H-isoindol-1-one [N+](=O)([O-])C1=CC=C(C=C1)C1=C(CC2CCC(C1)N2)COC2=CC=C1CNC(C1=C2)=O